C1(CCCC1)C1=C(C(=O)O)C=CC(=C1)C1=NC=NC2=CC(=CC(=C12)F)OCC 2-cyclopentyl-4-(7-ethoxy-5-fluoroquinazolin-4-yl)benzoic acid